FC=1C=NC(=NC1)N1CCC(CC1)C=O (1-(5-fluoropyrimidin-2-yl)piperidin-4-yl)methanone